C(C)N1C(=NN(C1=O)C=1C=C2C(=CN(C(C2=CC1F)=O)C1=C(C=CC=C1)C)[C@H](C(F)(F)F)C)CO |r| Racemic-6-(4-Ethyl-3-(hydroxymethyl)-5-oxo-4,5-dihydro-1H-1,2,4-triazol-1-yl)-7-fluoro-2-(o-tolyl)-4-(1,1,1-trifluoropropan-2-yl)isoquinolin-1(2H)-one